3-[6-[2-[2-[[5-[4-(6-methoxyimidazo[1,2-a]pyridin-2-yl)phenyl]pyridin-2-yl]amino]ethoxy]ethoxy]-3-oxidanylidene-1H-isoindol-2-yl]piperidine-2,6-dione COC=1C=CC=2N(C1)C=C(N2)C2=CC=C(C=C2)C=2C=CC(=NC2)NCCOCCOC2=CC=C1C(N(CC1=C2)C2C(NC(CC2)=O)=O)=O